ClC1=NC(=CC(=N1)NC=1C(=CC(=CC1)OC)N)C1CC(C1)(F)F N1-[2-chloro-6-(3,3-difluorocyclobutyl)pyrimidin-4-yl]-4-methoxybenzene-1,2-diamine